C(C)(C)(C)N=P1(N(C=CCN1C)C)N(CC)CC 2-tert-butylimino-N,N-diethyl-1,3-dimethyl-1,3,2-diazaphosphin-2-amine